C(C1=CC=CC=C1)NC(C[C@@H](C1=CC=CC=C1)NC(C(CC)(C)C)=O)=O (S)-N-(3-(benzylamino)-3-oxo-1-phenylpropyl)-2,2-dimethylbutanamide